OC=1C(=NSN1)C1=CN(C2=CC=CC=C12)C(=O)OC(C)(C)C tert-butyl 3-(4-hydroxy-1,2,5-thiadiazol-3-yl)-1H-indole-1-carboxylate